(Z)-tert-butyl 2-(7-oxofuro[3,4-b]pyrazin-5(7H)-ylidene)acetate O=C1O\C(\C=2C1=NC=CN2)=C/C(=O)OC(C)(C)C